(2R,3R,4R,5R)-5-(6-benzamido-9H-purin-9-yl)-4-((tert-butyldimethylsilyl)oxy)-2-(((tert-butyldimethylsilyl)oxy)methyl)tetrahydrofuran-3-yl hydrogen sulfate S(=O)(=O)(O[C@@H]1[C@H](O[C@H]([C@@H]1O[Si](C)(C)C(C)(C)C)N1C2=NC=NC(=C2N=C1)NC(C1=CC=CC=C1)=O)CO[Si](C)(C)C(C)(C)C)O